C(C)(C)(C)OC(=O)N1C[C@H](CCC1)NC1=NC=C(C(=N1)C1=CNC2=CC(=CC=C12)C(=O)OC)C(F)(F)F methyl 3-[2-[[(3S)-1-tert-butoxycarbonyl-3-piperidyl] amino]-5-(trifluoromethyl) pyrimidin-4-yl]-1H-indole-6-carboxylate